3-(((3-Methylbenzyl)thio)methyl)benzofuran CC=1C=C(CSCC2=COC3=C2C=CC=C3)C=CC1